FC1C(CN(C1)C)OC(=O)N1CCC(CC1)OC1=CC(=C2C(=N1)C(=CS2)C(NC)=O)C(F)(F)F 4-((3-(methylcarbamoyl)-7-(trifluoromethyl)thieno[3,2-b]pyridin-5-yl)oxy)piperidine-1-carboxylic acid 4-fluoro-1-methylpyrrolidin-3-yl ester